Ethyl 1-(propan-2-yl)-1H-pyrazole-4-carboxylate CC(C)N1N=CC(=C1)C(=O)OCC